2-(3-cyanophenyl)-2-fluoropropionic acid C(#N)C=1C=C(C=CC1)C(C(=O)O)(C)F